[6-chloro-3-[3-(trifluoromethyl)phenyl]pyridazin-4-yl]-5-[(2,4-dimethylphenyl)methyl]-5,6-dihydro-4H-1,2,4-oxadiazine ClC1=CC(=C(N=N1)C1=CC(=CC=C1)C(F)(F)F)C1=NOCC(N1)CC1=C(C=C(C=C1)C)C